methyl (((1R,3r)-3-((5-(5-((1r,4R)-4-acetamidocyclohexyl)-1,3,4-thiadiazol-2-yl)-2-(3-cyanopyrrolo[1,2-b]pyridazin-7-yl)pyridin-4-yl)amino)cyclobutyl)-methyl)carbamate C(C)(=O)NC1CCC(CC1)C1=NN=C(S1)C=1C(=CC(=NC1)C1=CC=C2N1N=CC(=C2)C#N)NC2CC(C2)CNC(OC)=O